COC(C(OC)OC1=NN(C(=C1I)C=1C=NC=C(C1)F)C1=C(C=CC(=C1)F)F)=O Methyl-{[1-(2,5-difluorophenyl)-5-(5-fluoropyridin-3-yl)-4-iodo-1H-pyrazol-3-yl]oxy}(methoxy)acetat